3-(4-methoxyphenyl)-2-methyl-1-phenylbutane-3-en-1-one COC1=CC=C(C=C1)C(C(C(=O)C1=CC=CC=C1)C)=C